(7-ethyl-2,7-diazaspiro[4.4]nonan-2-yl)methanon C(C)N1CC2(CCN(C2)C=O)CC1